BrC1=CC(=CC=2C=C(OC21)CCO[Si](C)(C)C(C)(C)C)COC2=C(C=CC=C2)CC(=O)OCC ethyl 2-(2-((7-bromo-2-(2-((tert-butyldimethylsilyl)oxy)ethyl)benzofuran-5-yl)methoxy)phenyl)acetate